NC1[C@H]2CN(C[C@@H]1CC2)C2=NC(=NC1=C(C(=C(C=C21)Cl)C2=CC(=CC1=CC=CC=C21)O)F)N2CC(C2)N(C)C (S or R)-4-(4-((1R,5S,8R)-8-amino-3-azabicyclo[3.2.1]octan-3-yl)-6-chloro-2-(3-(dimethylamino)azetidin-1-yl)-8-fluoroquinazolin-7-yl)naphthalen-2-ol